6-bromo-3-chloro-1,2-dihydroisoquinoline BrC=1C=C2C=C(NCC2=CC1)Cl